[Cl-].C(=C)[Si]1(O[Si](O[Si](O[Si](O1)(C)C=C)(C)C=C)(C)C=C)C tetravinyl-tetramethyl-cyclotetrasiloxane chloride